N-(4-bromo-3-methoxybenzyl)-N-(2,2-dimethoxyethyl)-4-methylbenzenesulfonamide BrC1=C(C=C(CN(S(=O)(=O)C2=CC=C(C=C2)C)CC(OC)OC)C=C1)OC